C(=O)(O)CCP(=O)(O)CN1CCN(CCN(CC1)CC(=O)O)CC(=O)O 2,2'-(7-(((2-carboxyethyl)(hydroxy)phosphoryl)methyl)-1,4,7-triazonane-1,4-diyl)diacetic acid